OC=1C=C(C=CC1O)C1OC=2C(C(C1(O)O)O)=C(C=C(C2)O)O 2-(3,4-dihydroxyphenyl)-3,4-dihydroxy-benzopyran-3,5,7-triol